C(C)N(CCOC1=C(C2=CC=CC=C2C=C1C(C)C)CC1=C(C(=CC2=CC=CC=C12)C(C)C)O)CC 1-((2-(2-(diethylamino)ethoxy)-3-isopropylnaphthalen-1-yl)methyl)-3-isopropylnaphthalen-2-ol